FC1(CNCCC1N1CCC2(CCN(C2)C(=O)OC(C)(C)C)CC1)F Tert-butyl 8-(3,3-difluoropiperidin-4-yl)-2,8-diazaspiro[4.5]decane-2-carboxylate